7-bromo-N-tert-butyl-N-methyl-1-(2-trimethylsilylethoxymethyl)benzimidazole-5-sulfonamide BrC1=CC(=CC2=C1N(C=N2)COCC[Si](C)(C)C)S(=O)(=O)N(C)C(C)(C)C